C(CCCCCCC\C=C/CCCCCCCC)(=O)OCC(COC(CCCCCCC\C=C/CCCCCCCC)=O)(COC(CCCCCCC\C=C/CCCCCCCC)=O)NC(CNC)=O 2-(2-(methylamino)acetamido)-2-((oleoyloxy)methyl)propane-1,3-diyl dioleate